O-methoxyuridine COO[C@H]1[C@@H](O[C@@H]([C@H]1O)CO)N1C(=O)NC(=O)C=C1